NC1=CC(=C(N=N1)C1CCN(CC1)C(=O)C1=NC=C(C(=C1)OC)OC1=CC=CC=C1)C [4-(6-amino-4-methyl-pyridazin-3-yl)-piperidin-1-yl]-(4-methoxy-5-phenoxy-pyridin-2-yl)-methanone